C[C@@H]1COCCN1C1=CC(=C2C(=N1)C(=NS2)C2=CC=NN2C2OCCCC2)C2OCCC(C2)C#N (5-((R)-3-methylmorpholino)-3-(1-(tetrahydro-2H-pyran-2-yl)-1H-pyrazol-5-yl)isothiazolo[4,5-b]pyridin-7-yl)tetrahydro-2H-pyran-4-carbonitrile